C1(CCCCCCC\C=C/CCCCC1)=O (Z)-cyclopentadecan-9-enone